BrC=1C=CC2=C(C=CC3=C(O2)C=CC(=C3)C=O)C1 8-bromodibenzo[b,f]oxepin-2-carbaldehyde